N1(CCNCC1)C1=C2C=CNC2=CC=C1 4-(piperazin-1-yl)-1H-indole